N-(1-cyanocyclopropyl)-3-(5-(difluoromethyl)-1,3,4-thiadiazol-2-yl)-8-(3-methyl-5,6-dihydroimidazo[1,5-a]pyrazin-7(8H)-yl)imidazo[1,5-a]pyridine-6-sulfonamide C(#N)C1(CC1)NS(=O)(=O)C=1C=C(C=2N(C1)C(=NC2)C=2SC(=NN2)C(F)F)N2CC=1N(CC2)C(=NC1)C